C(=O)C=1C=C(C=C(C1)C=O)O 3,5-Diformylphenol